CNC1=C(C(=CC2=CC=CC=C12)OC)OC 1-methylamino-2,3-dimethoxynaphthalene